C1(CCCCC1)N(C)C1=CC=C(C=C1)C N-cyclohexyl-p-tolyl-methylamine